NC1=NC2=C(C=3N1N=C(N3)C=3OC=CC3)C=NN2C(C(=O)NC2CCC(CC2)(C)O)(C)C2=CC=CC=C2 2-(5-amino-2-(furan-2-yl)-7H-pyrazolo[4,3-e][1,2,4]triazolo[1,5-c]pyrimidin-7-yl)-(trans)-N-(4-hydroxy-4-methylcyclohexyl)-2-phenylpropanamide